C(C)N1N=NC(=C1)NC1=CC(=C(N=N1)C(=O)NC([2H])([2H])[2H])NC1=C(C(=CC=C1)C1=NC=C(C=N1)F)OC 6-((1-ethyl-1H-1,2,3-triazol-4-yl)amino)-4-((3-(5-fluoropyrimidin-2-yl)-2-methoxyphenyl)amino)-N-(methyl-d3)pyridazine-3-carboxamide